BrC1=CC=CC=2C=3N(C(=NC12)Cl)N=C(N3)C=3C(=NN(C3)C)C 7-bromo-5-chloro-2-(1,3-dimethyl-1H-pyrazol-4-yl)[1,2,4]triazolo[1,5-c]quinazoline